COC(N(O)C1=C(C=CC=C1)COC1=NN(C=C1)C1=CC=C(C=C1)Cl)=O N-[2-[[1-(4-chlorophenyl)pyrazol-3-yl]oxymethyl]phenyl]-N-hydroxycarbamic acid methyl ester